CC(C)[GeH2]C(C)C bis[1-methylethyl]germane